2-(2,2-bis(mercaptomethylthio)ethyl)-1,3-dithiacyclobutane SCSC(CC1SCS1)SCS